NN1C(C(CC1)O[Si](C)(C)C(C)(C)C)=O 1-amino-3-((tert-butyldimethylsilyl)oxy)pyrrolidin-2-one